3-methyl-1-oxo-3-phenylbutan-2-yl(methyl)carbamate CC(C(C=O)N(C([O-])=O)C)(C)C1=CC=CC=C1